dibenzyl (((2R,3R,4R,5R)-3,4-dimethoxy-5-(6-(tritylamino)-9H-purin-9-yl)tetrahydrofuran-2-yl)methyl) phosphate P(=O)(OCC1=CC=CC=C1)(OCC1=CC=CC=C1)OC[C@H]1O[C@H]([C@@H]([C@@H]1OC)OC)N1C2=NC=NC(=C2N=C1)NC(C1=CC=CC=C1)(C1=CC=CC=C1)C1=CC=CC=C1